CC1(N(CC(C1)C)C1=NC=CC=C1C(=O)N)C 2-(2,2,4-trimethylpyrrolidin-1-yl)pyridine-3-carboxamide